4-(difluoromethoxy)-7-nitroquinoline FC(OC1=CC=NC2=CC(=CC=C12)[N+](=O)[O-])F